gamma-mercaptopropyl-methyldiethoxysilane SCCC[Si](OCC)(OCC)C